1,3-diaminocyclobutane NC1CC(C1)N